tert-butyl (Z)-(4-((3-(di(pent-4-yn-1-yl)amino)phenyl)thio)-3-fluorobut-2-en-1-yl)carbamate C(CCC#C)N(C=1C=C(C=CC1)SC/C(=C/CNC(OC(C)(C)C)=O)/F)CCCC#C